tert-butyl N-[6-(4-ethyl-3-pyridyl)-3-[[cis-2-fluorocyclopropanecarbonyl]amino]cinnolin-8-yl]carbamate C(C)C1=C(C=NC=C1)C=1C=C2C=C(N=NC2=C(C1)NC(OC(C)(C)C)=O)NC(=O)[C@H]1[C@H](C1)F